6-(4-Chlorophenyl)-N-(2-hydroxy-2-methylpropyl)-2-(pyridin-3-yl)pyrimidin ClC1=CC=C(C=C1)C1=CC=NC(N1CC(C)(C)O)C=1C=NC=CC1